COC1=NC2=CC=CC=C2C=C1C1=CN=C(N1)[C@H](CCCCCC(CC)=O)NC(=O)C1CC2(CN(C2)C)C1 (S)-N-(1-(5-(2-Methoxychinolin-3-yl)-1H-imidazol-2-yl)-7-oxononyl)-2-methyl-2-azaspiro[3.3]heptan-6-carboxamid